(trans)-Methyl 6-(1-((3-(tert-butoxycarbonyl)cyclobutyl)sulfonyl)piperidin-4-yl)-4-(3,4-difluoro-2-methylphenyl)-2-(thiazol-2-yl)-1,4-dihydropyrimidine-5-carboxylate C(C)(C)(C)OC(=O)[C@@H]1C[C@H](C1)S(=O)(=O)N1CCC(CC1)C1=C(C(N=C(N1)C=1SC=CN1)C1=C(C(=C(C=C1)F)F)C)C(=O)OC